2-amino-6-(2-chlorobenzylamino)purine NC1=NC(=C2NC=NC2=N1)NCC1=C(C=CC=C1)Cl